N-[(3R)-1-(2-methyl-4-{[(1R)-1-(3-methylphenyl)ethyl]amino}pyrido[3,4-d]pyrimidin-6-yl)pyrrolidin-3-yl]acetamide CC=1N=C(C2=C(N1)C=NC(=C2)N2C[C@@H](CC2)NC(C)=O)N[C@H](C)C2=CC(=CC=C2)C